(3S,4R)-3-methyl-6-(7H-pyrrolo[2,3-d]pyrimidin-4-yl)-1,6-diazaspiro[3.4]octan C[C@H]1CN[C@@]12CN(CC2)C=2C1=C(N=CN2)NC=C1